FC(COC=1C=C(C(=NC1)C=1OC2=C(N1)C=C(C=C2)S(C(F)(F)F)(=O)=N)S(=O)(=O)CC)(C)F [2-[5-(2,2-difluoropropoxy)-3-ethylsulfonyl-2-pyridyl]-1,3-benzoxazol-5-yl]-imino-oxo-(trifluoromethyl)-λ6-sulfane